tert-Butyl 5-(6-(phenylamino)picolinoyl)hexahydropyrrolo[3,4-c]pyrrole-2(1H)-carboxylate C1(=CC=CC=C1)NC1=CC=CC(=N1)C(=O)N1CC2C(C1)CN(C2)C(=O)OC(C)(C)C